ClC1=CC(=C(C=N1)C1(CC1)N1N=CC(=C1)C(=O)OCC)C ethyl 1-(1-(6-chloro-4-methylpyridin-3-yl)cyclopropyl)-1H-pyrazole-4-carboxylate